1-(2-(4-chloro-2-fluorophenyl)-6-methyl-3-(pyridin-4-yl)-6,7-dihydropyrazolo[1,5-a]pyrazin-5(4H)-yl)prop-2-en-1-one ClC1=CC(=C(C=C1)C1=NN2C(CN(C(C2)C)C(C=C)=O)=C1C1=CC=NC=C1)F